N-(5-(difluoromethyl)-2-((3-(1-methyl-2,3-dihydro-1H-pyrrolo[2,3-c]pyridin-5-yl)-1,2,4-thiadiazol-5-yl)amino)pyridin-3-yl)-N-methylacetamide FC(C=1C=C(C(=NC1)NC1=NC(=NS1)C=1C=C2C(=CN1)N(CC2)C)N(C(C)=O)C)F